cyanoimidazo[1,2-c]pyrimidine (((tert-butyldiphenylsilyl)oxy)methyl)-2-oxa-5-azabicyclo[2.2.1]heptan-5-carboxylate [Si](C1=CC=CC=C1)(C1=CC=CC=C1)(C(C)(C)C)OCOC(=O)N1C2COC(C1)C2.C(#N)C=2N=C1N(C=NC=C1)C2